N-(3-(6-fluoro-3,4-dihydroisoquinoline-2(1H)-yl)benzo[d]isothiazol-7-yl)-3,3-dimethylbutanamide FC=1C=C2CCN(CC2=CC1)C1=NSC2=C1C=CC=C2NC(CC(C)(C)C)=O